C(CC)OC=C Propoxyethylene